(R or S)-1-(5-(7-bromo-1H-benzo[d]imidazole-4-carbonyl)-2-(2-hydroxy-4-(2,2,2-trifluoroethyl)phenyl)-2,3,4,5,5a,6,8,9-octahydro-7H-1,2,5,7-tetraazabenzo[cd]azulen-7-yl)prop-2-en-1-one BrC1=CC=C(C2=C1NC=N2)C(=O)N2CCC=1N(N=C3CCN(C[C@H]2C13)C(C=C)=O)C1=C(C=C(C=C1)CC(F)(F)F)O |o1:23|